diethyl 2-acetamido-2-((5-methyl-1H-imidazol-4-yl)methyl)malonate C(C)(=O)NC(C(=O)OCC)(C(=O)OCC)CC=1N=CNC1C